5'-methyl-2'-methoxyacetoacetanilide CC=1C=CC(=C(NC(CC(=O)C)=O)C1)OC